(4aS,9bS)-6-fluoro-7-(trifluoromethyl)-1,2,3,4,4a,9b-hexahydrobenzofuro[3,2-b]pyridine hydrochloride Cl.FC1=C(C=CC2=C1O[C@@H]1[C@H]2NCCC1)C(F)(F)F